CC1CNCC2C1OCC(N2)=O 8-methyl-4,4a,5,7,8,8a-hexahydropyrido[4,3-b][1,4]oxazin-3-one